CN(CC(=O)N1CCC(CC1)C=1C=C2C(=C(NC2=CC1)C1=CC=2N(C(=C1)OC)C=CN2)C(C)C)C 2-(dimethylamino)-1-(4-(3-isopropyl-2-(5-methoxyimidazo[1,2-a]pyridin-7-yl)-1H-indol-5-yl)piperidin-1-yl)ethan-1-one